C(C)(C)N(P(OCC1=CC=CC=C1)OCC1=CC=CC=C1)C(C)C dibenzyl N,N-di-isopropylphosphoramidite